2-[(5-chlorothiophen-2-yl)sulfonyl]-1-(1,3-dihydro-2H-isoindol-2-yl)ethanone ClC1=CC=C(S1)S(=O)(=O)CC(=O)N1CC2=CC=CC=C2C1